C(C)C(C(=O)[O-])CCCC.[Zn+2].C(C)C(C(=O)[O-])CCCC zinc (2-ethylhexanoate)